ClC=1C=C(C=CC1)C1OP(OCC1)(OC1=CC=C(C=C1)[N+](=O)[O-])=O 4-(3-chlorophenyl)-2-(4-nitrophenoxy)-1,3,2-dioxaphosphinane 2-oxide